N\C(=C/C(=O)OC)\CF methyl (Z)-3-amino-4-fluorobutan-2-enoate